C(C=C)C1(C(N(CC1O)C(=O)[O-])C(=O)[O-])CCO 3-allyl-4-hydroxy-3-(2-hydroxyethyl)pyrrolidine-1,2-dicarboxylate